FC1(CC2=C(C=CC(=C2C1)[C@@H]1CCCC2=CC(=CC(=C12)F)F)SC(F)(F)F)F (1S)-2,2-difluoro-4-[(1S)-6,8-difluorotetralin-1-yl]-7-(trifluoromethylsulfanyl)indan